4-bromo-3-iodo-6-methyl-1-(tetrahydro-2H-pyran-2-yl)-5-(trifluoromethyl)-1H-indazole BrC1=C2C(=NN(C2=CC(=C1C(F)(F)F)C)C1OCCCC1)I